N(=[N+]=[N-])[C@H]([C@H]1[C@@H]2CC(C[C@H](CC1=O)C2)=C)C=2C=NC=CC2 (1s,2R,5R)-2-((R)-azido(pyridin-3-yl)methyl)-7-methylenebicyclo[3.3.1]nonan-3-one